C1(NC(C2C1CNC2)=O)=O 3a,4,6,6a-tetrahydropyrrolo[3,4-c]pyrrole-1,3-dione